1-(4-(4-(tert-butyl)phenoxy)-2-(2,4-dichlorophenyl)butyl)-1H-imidazole C(C)(C)(C)C1=CC=C(OCCC(CN2C=NC=C2)C2=C(C=C(C=C2)Cl)Cl)C=C1